(S)-6-((4-chloro-3-fluorobenzyl)oxy)-10,10a-dihydro-1H-oxazolo[3',4':3,4]imidazo[1,2-c]pyrimidin-8(3H)-one ClC1=C(C=C(COC=2C=C3N(C(N2)=O)C[C@@H]2N3COC2)C=C1)F